dipropan-2-ylphosphoramidoite CC(C)OP(OC(C)C)N